COC1=CC=C(CC2(NC=CC(=C2NC)C(F)(F)F)N)C=C1 2-(4-Methoxybenzyl)-N3-methyl-4-(trifluoromethyl)pyridine-2,3-diamine